C(C)(C)(C)NC(=O)C1=NC(=CC=C1OC)NC1=CC(=C(C=C1)Cl)Cl N-tert-butyl-6-(3,4-dichloroanilino)-3-methoxy-pyridine-2-carboxamide